CC(CC(=O)O)(C)SC 3-methyl-3-(methylthio)butanoic acid